ClC1=CC=C(C=C1)C1CCC(CC1)C1=CC(=C(C=C1F)NC1C(NC(CC1)=O)=O)OC 3-((4-((1r,4r)-4-(4-chlorophenyl)cyclohexyl)-5-fluoro-2-methoxyphenyl)amino)piperidine-2,6-dione